C=1(C=2N(C=CN1)C=CC2)N2CC(CC2)NC(=O)C=2N=CN(C2)C2=CC=CC=C2 1-phenyl-1H-imidazole-4-carboxylic acid (1-pyrrolo[1,2-a]pyrazin-1-yl-pyrrolidin-3-yl)-amide